5-[[2-[(2R,5S)-2-[3-chloro-5-(trifluoromethyl)phenyl]-5-methyl-1-piperidyl]-2-oxo-acetyl]amino]pyridine-3-carboxamide ClC=1C=C(C=C(C1)C(F)(F)F)[C@@H]1N(C[C@H](CC1)C)C(C(=O)NC=1C=C(C=NC1)C(=O)N)=O